2-((((9H-Fluoren-9-yl)methoxy)carbonyl)amino)-4-(3-methoxy-4-(((tetrahydro-2H-pyran-2-yl)oxy)carbamoyl)phenyl)butanoic acid C1=CC=CC=2C3=CC=CC=C3C(C12)COC(=O)NC(C(=O)O)CCC1=CC(=C(C=C1)C(NOC1OCCCC1)=O)OC